(6-chloro-2-(difluoromethoxy)pyridin-3-yl)acetamide ClC1=CC=C(C(=N1)OC(F)F)CC(=O)N